SC(C(=O)O)C.SC(C(=O)O)C.SCCOCCS mercaptoethylether bis(mercaptopropionate)